ClC1=CC=C(C=C1)C1=C(N(N=N1)C)CN1N=CC(=CC1=O)N1CC(C1)OCC(F)F 2-[[5-(4-chlorophenyl)-3-methyl-triazol-4-yl]methyl]-5-[3-(2,2-difluoro-ethoxy)azetidin-1-yl]pyridazin-3-one